ClC=1N=C2C(=NC1)C=1C=CC=CC1C2(C)C 2-chloro-9,9-dimethyl-9H-indeno[1,2-b]Pyrazine